(R)-1-benzyl-piperidin-3-ol C(C1=CC=CC=C1)N1C[C@@H](CCC1)O